C(C)(C)(C)OC(NCCOC1=CC2=C(C(=N1)C#N)CC(C2)C=O)=O N-[2-[(1-cyano-6-formyl-6,7-dihydro-5H-cyclopenta[c]pyridin-3-yl)oxy]ethyl]carbamic acid tert-butyl ester